benzyl (1-(4-(5-fluoropentyl)-2,5-dimethoxyphenyl)butan-2-yl)carbamate FCCCCCC1=CC(=C(C=C1OC)CC(CC)NC(OCC1=CC=CC=C1)=O)OC